6-(1-methylpyrazol-4-yl)oxy-2-azaspiro[3.3]heptane CN1N=CC(=C1)OC1CC2(CNC2)C1